[O-][W](=O)(=O)[O-] The molecule is a divalent inorganic anion obtained by removal of both protons from tungstic acid. It is a divalent inorganic anion and a tungsten oxoanion. It is a conjugate base of a hydrogentungstate.